2-oxo-1'-[2-({7-oxo-8-[(cis)-3-hydroxy-3-methylcyclobutyl]-5,6,7,8-tetrahydro-1,8-naphthyridin-3-yl}oxy)ethyl]-1,2-dihydrospiro[indole-3,4'-piperidine]-5-carbonitrile O=C1NC2=CC=C(C=C2C12CCN(CC2)CCOC=2C=NC=1N(C(CCC1C2)=O)C2CC(C2)(C)O)C#N